ClC=1C(=NC=C(C1)C#N)N1N=CC(=C1C(F)(F)F)C(=O)NC=1C=NC(=C(C1)C#N)N1N=CC=N1 1-(3-chloro-5-cyanopyridin-2-yl)-N-(5-cyano-6-(2H-1,2,3-triazol-2-yl)pyridin-3-yl)-5-(trifluoromethyl)-1H-pyrazole-4-carboxamide